N-(2-(4-aminopiperidin-1-yl)ethyl)-3-(1H-benzo[d]imidazol-2-yl)-1H-indazole-5-carboxamide NC1CCN(CC1)CCNC(=O)C=1C=C2C(=NNC2=CC1)C1=NC2=C(N1)C=CC=C2